tert-Butyl (2-((4-(6-amino-5-((4-methoxybenzyl)carbamoyl)pyridin-3-yl)-2-(N,N-bis(4-methoxybenzyl)sulfamoyl)-3-(2-(4-methoxybenzyl)-2H-tetrazol-5-yl)phenyl)sulfonyl)ethyl)carbamate NC1=C(C=C(C=N1)C1=C(C(=C(C=C1)S(=O)(=O)CCNC(OC(C)(C)C)=O)S(N(CC1=CC=C(C=C1)OC)CC1=CC=C(C=C1)OC)(=O)=O)C=1N=NN(N1)CC1=CC=C(C=C1)OC)C(NCC1=CC=C(C=C1)OC)=O